C(C)N1N=CC(=C1)CN1C(N(C(=C1)C)C1=CC(=CC(=C1)C(F)(F)F)N(C1CCOCC1)C)=O 1-[(1-ethyl-1H-pyrazol-4-yl)methyl]-4-methyl-3-{3-[methyl(oxan-4-yl)amino]-5-(trifluoromethyl)phenyl}-1,3-dihydro-2H-imidazol-2-one